(R)-3-(2,5-dimethoxy-4-(trifluoromethyl)phenyl)-1-methylpiperidine COC1=C(C=C(C(=C1)C(F)(F)F)OC)[C@@H]1CN(CCC1)C